ClC1=C(C=C(C=C1)C(=O)N1CCC2(CC1)CCC(CC2)CCN2CCN(CC2)CC2=CC=C(C=C2)OC)N2C(NC(CC2)=O)=O 1-(2-Chloro-5-(9-(2-(4-(4-methoxybenzyl)piperazin-1-yl)ethyl)-3-azaspiro[5.5]undecane-3-Carbonyl)phenyl)dihydropyrimidine-2,4(1H,3H)-dione